ClC1=CC(=C(C=C1)C1COC2=CC=CC(=C2C1)C1CCN(CC1)CC1=NC=2C(=NC(=CC2)C(=O)O)N1C[C@H]1OCC1)F 2-((4-(3-(4-chloro-2-fluorophenyl)chroman-5-yl)piperidin-1-yl)methyl)-3-(((S)-oxetan-2-yl)methyl)-3H-imidazolo[4,5-b]pyridine-5-carboxylic acid